CN(C(OC(C)(C)C)=O)C1CC=2C(=C(SC2C)C(F)(F)F)CC1 tert-butyl N-methyl-N-[3-methyl-1-(trifluoromethyl)-4,5,6,7-tetrahydro-2-benzothiophen-5-yl]carbamate